COC=1C=C(C=CC1C=1C=C2C(=NC1)NC=C2)NC(C(C)(C)C)=O N-(3-methoxy-4-(1H-pyrrolo[2,3-b]pyridin-5-yl)phenyl)pivalamide